7-hydroxy-3,5,6,7-tetrahydrocyclopenta[d]pyrimidin-4-one OC1CCC2=C1N=CNC2=O